N-[3-[2-(difluoromethoxy)-5-[3-(3-hydroxy-1-methyl-azetidin-3-yl)phenoxy]phenyl]-1H-pyrazol-4-yl]pyrazolo[1,5-a]pyrimidine-3-carboxamide FC(OC1=C(C=C(C=C1)OC1=CC(=CC=C1)C1(CN(C1)C)O)C1=NNC=C1NC(=O)C=1C=NN2C1N=CC=C2)F